N-[4-[4-(3-Fluorophenyl)piperazin-1-yl]phenyl]-4-methoxybenzamid FC=1C=C(C=CC1)N1CCN(CC1)C1=CC=C(C=C1)NC(C1=CC=C(C=C1)OC)=O